[P].C(=CCC)N butenamine phosphorus